C(C)(C)(C)OC(=O)N1CCC2(CCN(C2)C2=CN=NC(=C2)C(F)(F)F)CC1.ClCC(=O)C=1C=C2CC(NC2=CC1)=O 5-(2-chloroacetyl)indolin-2-one tert-butyl-2-[6-(trifluoromethyl)pyridazin-4-yl]-2,8-diazaspiro[4.5]decane-8-carboxylate